C1(=CC=CC=C1)C(OCCCCO)(C1=CC=CC=C1)C1=CC=CC=C1 4-(triphenylmethoxy)-1-butanol